ClC1=C(OC=2C=CC(N(C2)CC2=CC=C(C=C2)F)=O)C(=CC(=C1)N1C(=CC=C1C)C)Cl 5-(2,6-dichloro-4-(2,5-dimethyl-1H-pyrrol-1-yl)phenoxy)-1-(4-fluorobenzyl)pyridin-2(1H)-one